BrC1=CC=C(C=CC(=O)O)C=C1 4-Bromocinnamic acid